6-(2-amino-2,3-dimethylbutoxy)-N-(6-chloropyridin-3-yl)isoquinolin-1-amine hydrochloride Cl.NC(COC=1C=C2C=CN=C(C2=CC1)NC=1C=NC(=CC1)Cl)(C(C)C)C